The molecule is an amino octasaccharide comprising two acetylated glucosamine residues and six alpha-L-rhamnose residues, one of which is at the reducing end. C[C@H]1[C@@H]([C@H]([C@H]([C@@H](O1)O)O[C@H]2[C@@H]([C@@H]([C@H]([C@@H](O2)C)O)O)O[C@H]3[C@@H]([C@@H]([C@H]([C@@H](O3)C)O)O[C@H]4[C@@H]([C@@H]([C@H]([C@@H](O4)C)O)O[C@H]5[C@@H]([C@@H]([C@H]([C@@H](O5)C)O)O)O[C@H]6[C@@H]([C@@H]([C@H]([C@@H](O6)C)O)O)O[C@H]7[C@@H]([C@H]([C@@H]([C@H](O7)CO)O)O[C@H]8[C@@H]([C@@H]([C@H]([C@@H](O8)C)O)O)O)NC(=O)C)O)NC(=O)C)O)O